C(CCCC)(=O)O[C@@H]1[C@](O[C@H](C1)N1C2=NC(=NC(=C2N=C1)N)F)(COC(CCCC)=O)C#C (2R,3S,5R)-5-(6-amino-2-fluoro-9H-purin-9-yl)-2-ethynyl-2-((pentanoyloxy)methyl)tetrahydrofuran-3-yl pentanoate